benzyl 4-[(3-methyl-2-oxooxolan-3-yl)methyl]piperazine-1-carboxylate Lithium [Li].CC1(C(OCC1)=O)CN1CCN(CC1)C(=O)OCC1=CC=CC=C1